CC(C(C)=NO)(C(=C)C)C 3,3,4-Trimethyl-pent-4-en-2-one oxime